ClC=1C=C(C(=NC1)C(=O)N1CC2=CC=CC=C2CC1CN1CCOCC1)N1N=C(C2=CC=CC=C12)C(=O)NC1=CC=CC=C1 1-(5-chloro-2-(3-(morpholinylmethyl)-1,2,3,4-tetrahydroisoquinoline-2-carbonyl)pyridin-3-yl)-N-phenyl-1H-indazole-3-carboxamide